C(C)C1=CC=C(C=C1)C1=NOC(=N1)SCC1=NC(=CC(=N1)N)C 2-(((3-(4-ethylphenyl)-1,2,4-oxadiazol-5-yl)thio)methyl)-6-methylpyrimidin-4-amine